ClC1=NC(=NC=C1)C1=CC(=C(C(=C1)OC)OC)OC 4-chloro-2-(3,4,5-trimethoxyphenyl)pyrimidine